Cl.NC(C(=O)OC)C1=CC=C(C=C1)F methyl 2-amino-2-(4-fluorophenyl)acetate hydrochloride